bis[(3-ethyl-3-oxetanylmethoxy)methyl]biphenyl C(C)C1(COC1)COCC1=CC=C(C=C1)C1=CC=C(C=C1)COCC1(COC1)CC